FC1=C(C=CC(=C1C=1C=CC=2N(C1)C=NC2C2=NC1=C(N2COCC[Si](C)(C)C)CCCC1)F)NS(=O)(=O)C=1C(=NC=C(C1)F)OC N-[2,4-difluoro-3-[1-(1-[[2-(trimethylsilyl)ethoxy]methyl]-4,5,6,7-tetrahydro-1,3-benzodiazol-2-yl)imidazo[1,5-a]pyridin-6-yl]phenyl]-5-fluoro-2-methoxypyridine-3-sulfonamide